1-((2-(benzo[d]thiazol-2-yl)hydrazono)methyl)naphthalen-2-ol S1C(=NC2=C1C=CC=C2)NN=CC2=C(C=CC1=CC=CC=C21)O